OC1=CC2=C(C(C(=CO2)C2=CC=C(C=C2)O)=O)C=C1 7-hydroxy-3-(4-hydroxyphenyl)-4H-1-benzopyran-4-one